N-pyridyl-3,4-dihydroisoquinolinone N1=C(C=CC=C1)N1C(C2=CC=CC=C2CC1)=O